(R)-5-(2-(dimethylamino)ethoxy)-2-methyl-N-(1-(3-(5-methyl-1H-1,2,4-triazol-1-yl)-5-(1-methyl-1H-pyrazol-4-yl)phenyl)ethyl)benzamide CN(CCOC=1C=CC(=C(C(=O)N[C@H](C)C2=CC(=CC(=C2)C=2C=NN(C2)C)N2N=CN=C2C)C1)C)C